ClC=1C(N(N=CC1N1C[C@@H](CC1)OC1=NC=CC(=C1)C=1C(=NN(C1C)C)C)CCCO)=O (R)-4-chloro-2-(3-hydroxypropyl)-5-(3-((4-(1,3,5-trimethyl-1H-pyrazol-4-yl)pyridin-2-yl)oxy)pyrrolidin-1-yl)pyridazin-3(2H)-one